COC1(CCCCCCCCCCC1)OC 1,1-dimethoxy-cyclododecane